C1(CC1)C1=CC(=NC=2N1N=C(C2)C2=C(C=C(C=C2)N2C(C(CC2)C(=O)N)C)F)C(=O)N2[C@@H](C1=CC=CC=C1CC2)C (2x-s,3x-s)-1-(4-{7-cyclopropyl-5-[(1R)-1-methyl-1,2,3,4-tetrahydroisoquinoline-2-carbonyl]pyrazolo[1,5-a]pyrimidin-2-yl}-3-fluorophenyl)-2-methylpyrrolidine-3-carboxamide